C(C)(C)(C)C=1C=C(C(=O)/N=C\2/N(CCN2)C)C=CC1NC1=CC(=CC=C1)C(NC(C)C)=O 3-tert-butyl-N-[(2E)-1-methylimidazolidin-2-ylidene]-4-({3-[(propan-2-yl)carbamoyl]phenyl}amino)benzamide